(1r,2r)-1,2-bis(2-((tetrahydro-2H-pyran-2-yl)oxy)ethoxy)cyclohexane O1C(CCCC1)OCCO[C@H]1[C@@H](CCCC1)OCCOC1OCCCC1